C(#N)C1=NC=C(C(=C1)C1=CC=2N(C=C1)N=C(C2)NC(=O)C2CC2)OC[C@@H](C(F)(F)F)O N-[5-[2-cyano-5-[(2S)-3,3,3-trifluoro-2-hydroxy-propoxy]-4-pyridyl]pyrazolo[1,5-a]pyridin-2-yl]cyclopropanecarboxamide